C(C)(=O)[O-].C[Bi+]C Dimethylbismuth Acetate